2-propionyl-1,3-cyclohexanedione C(CC)(=O)C1C(CCCC1=O)=O